C1(CCC1)OC1=CC=C(C=2C=CC(=NC12)C12CCC(CC1)(CC2)OCC=2C(=NOC2C2CC2)C2=C(C=NC=C2Cl)Cl)C(=O)O 8-cyclobutoxy-2-(4-((5-cyclopropyl-3-(3,5-dichloropyridin-4-yl)isoxazol-4-yl)methoxy)bicyclo[2.2.2]oct-1-yl)quinoline-5-carboxylic acid